COC(=O)C=1SC(=CC1NC(=O)OC1=CC=C(C=C1)[N+](=O)[O-])Br 5-bromo-3-(((4-nitrophenoxy)carbonyl)amino)thiophene-2-carboxylic acid methyl ester